ClC1=CC=C(OC2=C3C=CN(C3=CC(=C2)CNC(C)=O)C)C=C1 N-[[4-(4-chlorophenoxy)-1-methyl-indol-6-yl]methyl]acetamide